3-methylbutane-1,2-diyl dicarbamate C(N)(OCC(C(C)C)OC(N)=O)=O